N-[(4-cyclopropyl-3-fluorophenyl)(phenyl)methyl]-4-fluoro-1-[2-(5-methyl-2,4-dioxo-1,2,3,4-tetrahydropyrimidin-1-yl)acetyl]pyrrolidine-2-carboxamide C1(CC1)C1=C(C=C(C=C1)C(NC(=O)C1N(CC(C1)F)C(CN1C(NC(C(=C1)C)=O)=O)=O)C1=CC=CC=C1)F